3-chloro-6-[(4-methyl-1-piperazinyl)methyl]pyridazine ClC=1N=NC(=CC1)CN1CCN(CC1)C